FC1=C(C(=C(C(=C1[B-](C1=C(C(=C(C(=C1F)F)F)F)F)(C1=C(C(=C(C(=C1F)F)F)F)F)C1=C(C(=C(C(=C1F)F)F)F)F)F)F)F)F.C(C)#N (acetonitrile) tetrakis(pentafluorophenyl)borate